1-Phenyl-8-[(1S)-ethoxy]quinazoline C1(=CC=CC=C1)N1CN=CC2=CC=CC(=C12)OCC